(Z)-3-(1-((1-Methyl-1H-pyrazol-4-yl)amino)propylidene)-5-(4-methylpyridin-3-yl)-1H-pyrrolo[2,3-c]pyridin-2(3H)-one CN1N=CC(=C1)N\C(\CC)=C\1/C(NC2=CN=C(C=C21)C=2C=NC=CC2C)=O